N-[4-(3-cyanophenyl)-5-(2-methoxy-6-methyl-4-pyridinyl)thiazol-2-yl]-1-oxo-1,4-thiazine-4-carboxamide C(#N)C=1C=C(C=CC1)C=1N=C(SC1C1=CC(=NC(=C1)C)OC)NC(=O)N1C=CS(C=C1)=O